FC1=C2C(NC(=NC2=C(C=C1)C)CSC1CCNCC1)=O 5-fluoro-8-methyl-2-((piperidin-4-ylsulfanyl)methyl)quinazolin-4(3H)-one